1-(cyanomethyl)cyclopropane C(#N)CC1CC1